4-methoxy-1H-indole-2-carboxamide COC1=C2C=C(NC2=CC=C1)C(=O)N